FC1(CC=C(C#N)C=C1)C1NC2=CC=CC=C2CC1 4-fluoro-4-(1,2,3,4-tetrahydroquinolin-2-yl)benzonitrile